FC(C1=NN(C=C1C(=O)NC1=C2[C@@H](CC(C2=C(C=C1)F)(C)C)C)C)F 3-(Difluoro-methyl)-N-[(3R)-7-fluoro-1,1,3-trimethyl-2,3-dihydro-1H-inden-4-yl]-1-methyl-1H-pyrazol-4-carboxamid